COC1=CC=C(CN2CC(NC(C2)CC(=O)OCC)CC(=O)OCC)C=C1 diethyl 2,2'-(4-(4-methoxybenzyl)piperazine-2,6-diyl)diacetate